2,2-Difluoro-N-[rac-(2R,3S)-1-[1-[(2-methoxy-4-pyridyl)methyl]indazol-5-yl]-5-oxo-2-phenyl-pyrrolidin-3-yl]propanamid FC(C(=O)N[C@@H]1[C@H](N(C(C1)=O)C=1C=C2C=NN(C2=CC1)CC1=CC(=NC=C1)OC)C1=CC=CC=C1)(C)F |r|